COC=1C=C(C=C(C1)C(F)(F)F)NC(N(C1CC2(CN(C2)C(=O)C2=C3N(N=C2)C=CN3C)C1)C)=O 3-(3-methoxy-5-(trifluoromethyl)phenyl)-1-methyl-1-(2-(1-methyl-1H-imidazo[1,2-b]pyrazole-7-carbonyl)-2-azaspiro[3.3]heptan-6-yl)urea